C1(=CC=CC=C1)NC1=NC=C(C=N1)C#N 2-(phenylamino)pyrimidine-5-carbonitrile